C(C)OC1=C(C=CC(=N1)[C@@H](CS(=O)(=O)C)N1C(N(C=2C1=NC=C(C2)C2=NC=CC=C2)CCOC)=O)OC (S)-3-(1-(6-ethoxy-5-methoxypyridin-2-yl)-2-(methylsulfonyl)ethyl)-1-(2-methoxyethyl)-6-(pyridin-2-yl)-1H-imidazo[4,5-b]pyridin-2(3H)-one